COC1=CC=CC=2C=C(C(OC21)=O)C(C=CC=CC=2N(C1=CC=CC=C1C2C2=CC=C(C=C2)F)C(C)C)=O 8-methoxy-3-(5-(3-(4-fluorophenyl)-1-isopropyl-1H-indol-2-yl)-2,4-pentadienoyl)-2H-1-benzopyran-2-one